CC(C)C1=C(C(=CC(=C1)C1=CC=C(C=C1)C(F)(F)F)C(C)C)CC(=O)NS(=O)(=O)C1=CC=C(C=C1)CN(C)C 2-[2,6-bis(propan-2-yl)-4-[4-(trifluoromethyl)phenyl]phenyl]-N-{4-[(dimethylamino)methyl]benzene-sulfonyl}acetamide